3'-[1,4,7-triazacyclodecane-1,4-diylbis(methylene)]bis[N-(1,2-dihydroxyethyl)-2-hydroxy-5-methylbenzamide] N1(CCN(CCNCCC1)CC=1C(=C(C(=O)NC(CO)O)C=C(C1)C)O)CC=1C(=C(C(=O)NC(CO)O)C=C(C1)C)O